N1C=C(C2=CC=CC=C12)NC(=O)NC=1C=CC2=C(SCCN2C2=CC=CC=C2)C1 1-(1H-indol-3-yl)-3-(4-phenyl-3,4-dihydro-2H-benzo[b][1,4]thiazin-7-yl)urea